C(C)C=1C=CN(N1)C 5-ethyl-2-methylpyrazol